tert-butyl N-[(3S,4R)-1-carbamoyl-4-([4-[3-(4-[3-[1-(2,6-dioxopiperidin-3-yl)-3-methyl-2-oxo-1,3-benzodiazol-5-yl]propoxy]butoxy)propyl]phenyl]meth-oxy)pentan-3-yl]carbamate C(N)(=O)CC[C@@H]([C@@H](C)OCC1=CC=C(C=C1)CCCOCCCCOCCCC1=CC2=C(N(C(N2C)=O)C2C(NC(CC2)=O)=O)C=C1)NC(OC(C)(C)C)=O